CN1CC(C1)(C)[C@@](O)(C=1C=NC=C(C1)C1=NOC(=N1)C1COCCC1)C1=CC=C(C=C1)C(C)C (R)-(1,3-Dimethyl-azetidin-3-yl)-(4-isopropyl-phenyl)-{5-[5-(tetrahydro-pyran-3-yl)-[1,2,4]oxadiazol-3-yl]-pyridin-3-yl}-methanol